C(#N)/C(/C(=O)NC1=C(C=CC=C1)C(F)(F)F)=C(\C=1C=NOC1C)/O (Z)-2-cyano-3-hydroxy-3-(5-methylisoxazol-4-yl)-N-(2-(trifluoromethyl)phenyl)acrylamide